2-butoxy-7-((2-(pyrrolidin-1-ylmethyl)thiazol-5-yl)methyl)-5H-pyrrolo[3,2-d]pyrimidin-4-amine C(CCC)OC=1N=C(C2=C(N1)C(=CN2)CC2=CN=C(S2)CN2CCCC2)N